COC1=C(C=C(C=C1)OC)CO (2,5-dimethoxyphenyl)methanol